NC=1N=C(C2=C(N1)C(=CS2)Br)C=2N=NN(C2)CC2=CC=CC(=N2)C2(COC2)O 3-(6-((4-(2-amino-7-bromothieno[3,2-d]pyrimidin-4-yl)-1H-1,2,3-triazol-1-yl)methyl)pyridin-2-yl)oxetan-3-ol